2-{[(1,2,3,5,6,7-hexahydro-s-indacen-4-yl)carbamoyl]oxy}-3-methoxypropanoic acid C1CCC2=C(C=3CCCC3C=C12)NC(=O)OC(C(=O)O)COC